N-(5-(4-bromobenzyl)-5H-[1,3]dioxolo[4',5':4,5]benzo[1,2-d]imidazol-6-yl)-1-ethyl-3-methyl-1H-pyrazole-5-carboxamide BrC1=CC=C(CN2C(=NC3=C2C=C2C(=C3)OCO2)NC(=O)C2=CC(=NN2CC)C)C=C1